C1(=CC=CC=C1)C(CC(=O)C1=CC=CC=C1)S(=O)(=O)O 1,3-Diphenyl-3-Oxopropanesulfonic Acid